tributyl(allyl)stannane C(CCC)[Sn](CC=C)(CCCC)CCCC